5-(3-(3-(2-chloro-4-fluorophenoxy)azetidin-1-yl)-5-(methoxymethyl)-4H-1,2,4-triazol-4-yl)-2-methoxypyridine ClC1=C(OC2CN(C2)C2=NN=C(N2C=2C=CC(=NC2)OC)COC)C=CC(=C1)F